2-hydroxy-4,5-dimethoxyacetophenone CC(=O)C1=CC(=C(C=C1O)OC)OC